OCC1C(C1)(C#N)C1=NC=CC=C1 2-(Hydroxymethyl)-1-(pyridin-2-yl)cyclopropane-1-carbonitrile